(2S)-butane-1,2,4-triol C([C@H](CCO)O)O